4,4''-dibromo-p-terphenyl C1=CC(=CC=C1C2=CC=C(C=C2)Br)C3=CC=C(C=C3)Br